C(C1=CC=CC=C1)O[C@@H]1C[C@H](C1)N1N=CC(=C1)B1OC(C(O1)(C)C)(C)C trans-1-(3-benzyloxy-cyclobutyl)-4-(4,4,5,5-tetramethyl-[1,3,2]dioxaborolan-2-yl)-1H-pyrazole